NC(C(C)(C)NC(OC(C)(C)C)=O)=O tert-butyl (1-amino-2-methyl-1-oxopropan-2-yl)carbamate